S-(benzo[d]thiazol-2-yl)-N,N-diisopropylthiohydroxylamine S1C(=NC2=C1C=CC=C2)SN(C(C)C)C(C)C